N-(4-(2-fluoro-4-((4-(3-fluorophenyl)pyridin-2-yl)amino)phenoxy)pyridin-2-yl)acetamide FC1=C(OC2=CC(=NC=C2)NC(C)=O)C=CC(=C1)NC1=NC=CC(=C1)C1=CC(=CC=C1)F